C(CCCCCCC\C=C/CC=CCCCCC)C1(OCC(O1)CCN(C)C)CCCCCCCC\C=C/CC=CCCCCC 2-(2,2-di((9Z,2Z)-octadeca-9,12-dien-1-yl)-1,3-dioxolan-4-yl)-N,N-dimethylethanamine